(4R)-4-Benzyl-3-[(2S)-3-hydroxy-2-{4-[(2-methylpentyl)oxy]phenyl}propanoyl]-1,3-oxazolidin-2-one C(C1=CC=CC=C1)[C@H]1N(C(OC1)=O)C([C@H](CO)C1=CC=C(C=C1)OCC(CCC)C)=O